2-chloro-1-fluoro-3-nitrobenzene ClC1=C(C=CC=C1[N+](=O)[O-])F